F[C@]12[C@H]3CC[C@@]4([C@H](CC[C@H]4[C@@H]3CC[C@@H]2C[C@](CC1)(C)O)C(CN1N=CC(=C1)C(=O)N(C)C)=O)C 1-(2-((3R,5R,8S,9S,10R,13S,14S,17S)-10-Fluoro-3-hydroxy-3,13-dimethylhexadecahydro-1H-cyclopenta[a]phenanthren-17-yl)-2-oxoethyl)-N,N-dimethyl-1H-pyrazole-4-carboxamide